C(#N)C1=C(C=CC=C1)[C@@H]([C@H](C)C=1N(C(C(=C(N1)C(=O)NC=1C=NOC1)O)=O)C)C1=NC=C(N=C1)C 2-((1R,2S)-1-(2-cyanophenyl)-1-(5-methylpyrazin-2-yl)propan-2-yl)-5-hydroxy-N-(isoxazol-4-yl)-1-methyl-6-oxo-1,6-dihydropyrimidine-4-carboxamide